benzyl (2-(1-methyl-3-(8-methyl-3-neopentyl-4-oxo-3,4-dihydroquinazolin-2-yl)piperidin-2-yl)ethyl)carbamate CN1C(C(CCC1)C1=NC2=C(C=CC=C2C(N1CC(C)(C)C)=O)C)CCNC(OCC1=CC=CC=C1)=O